3-amino-N,N-dimethylpropionamide NCCC(=O)N(C)C